FC(C1=NNC=C1C=1C=C2C=CN(C(C2=CC1)=O)CC=1C=C(C(=O)NCC2CCNCC2)C=CC1)F 3-((6-(3-(Difluoromethyl)-1H-pyrazol-4-yl)-1-oxoisoquinolin-2(1H)-yl)methyl)-N-(piperidin-4-ylmethyl)benzamide